FC=1C=C2COC(C2=CC1[N+](=O)[O-])=O 5-fluoro-6-nitro-3H-isobenzofuran-1-one